3,5-dichloro-N-methyl-2-nitroaniline ClC=1C(=C(NC)C=C(C1)Cl)[N+](=O)[O-]